[Si](C1=CC=CC=C1)(C1=CC=CC=C1)(C(C)(C)C)OC(CCOC)[C@@H]1[C@H](C1)C(=O)OCC (1S,2S)-ethyl 2-(1-((tert-butyldiphenylsilyl)oxy)-3-methoxypropyl)cyclopropanecarboxylate